di(trimethylolpropane) tetra-methacrylate C(C(=C)C)(=O)O.C(C(=C)C)(=O)O.C(C(=C)C)(=O)O.C(C(=C)C)(=O)O.C(O)C(CC)(CO)CO.C(O)C(CC)(CO)CO